Methyl (S)-5-(5-((S)-2-((((9H-fluoren-9-yl)methoxy)carbonyl)amino)propanamido)-1,3-dioxoisoindolin-2-yl)-2-(4-(2-(2,4-diaminopteridin-6-yl)ethyl)benzamido)pentanoate C1=CC=CC=2C3=CC=CC=C3C(C12)COC(=O)N[C@H](C(=O)NC=1C=C2C(N(C(C2=CC1)=O)CCC[C@@H](C(=O)OC)NC(C1=CC=C(C=C1)CCC=1N=C2C(=NC(=NC2=NC1)N)N)=O)=O)C